O=C1NC(CCC1N1C(C2=CC=CC(=C2C1=O)N1CCC(CC1)CN1CC(C1)C(=O)O)=O)=O 1-((1-(2-(2,6-dioxopiperidin-3-yl)-1,3-dioxoisoindolin-4-yl)piperidin-4-yl)methyl)azetidine-3-carboxylic acid